BrC=1C=NC(=C(N1)C=1C=C2C=CC=NC2=C(C1)Cl)N1N=C(C=C1)C 3-bromo-5-(8-chloroquinolin-6-yl)-6-(3-methyl-1H-pyrazol-1-yl)pyrazin